methyl 6-((((1-methylcyclopentyl)methyl)amino)methyl)imidazo[1,2-a]pyridine-8-carboxylate CC1(CCCC1)CNCC=1C=C(C=2N(C1)C=CN2)C(=O)OC